ClC=1C=CC(=C(C1)C1=C(C=C2C(=CN=NC2=C1)NCC1=C(C=C(C=C1)OC)OC)F)OC 7-(5-CHLORO-2-METHOXYPHENYL)-N-[(2,4-DIMETHOXYPHENYL)METHYL]-6-FLUOROCINNOLIN-4-AMINE